tert-butyl 3-(2-methoxy-5-(methoxycarbonyl)-4-(2,2,2-trifluoroacetamido) phenyl)azetidine-1-carboxylate COC1=C(C=C(C(=C1)NC(C(F)(F)F)=O)C(=O)OC)C1CN(C1)C(=O)OC(C)(C)C